1,2-diethylpyrrolidinium methanesulfonate CS(=O)(=O)[O-].C(C)[NH+]1C(CCC1)CC